8-bromo-2-(trifluoromethyl)quinolin-4-ol BrC=1C=CC=C2C(=CC(=NC12)C(F)(F)F)O